2-tertiary butyl-p-isopropyl-phenol C(C)(C)(C)C1=C(C=CC(=C1)C(C)C)O